N-(tetrahydro-2H-pyran-4-yl)-1H-pyrrolo[2,3-b]Pyridine-2-carboxamide O1CCC(CC1)NC(=O)C1=CC=2C(=NC=CC2)N1